1,4-di(isocyanatomethyl)benzene N(=C=O)CC1=CC=C(C=C1)CN=C=O